(2S)-2-(methylamino)-N-[(3R)-7-(5-tert-butyl-1,3,4-oxadiazol-2-yl)-5-[(4-chlorophenyl)methyl]-8-fluoro-1,1,4-trioxo-2,3-dihydro-1λ6,5-benzothiazepin-3-yl]butanamide CN[C@H](C(=O)N[C@H]1CS(C2=C(N(C1=O)CC1=CC=C(C=C1)Cl)C=C(C(=C2)F)C=2OC(=NN2)C(C)(C)C)(=O)=O)CC